1,2,5-Trihydroxy-6-Methylanthracen-9,10-dion OC1=C(C=CC=2C(C3=C(C(=CC=C3C(C12)=O)C)O)=O)O